2-METHOXYPYRIDINE-3-BORONIC ACID-HCL Cl.COC1=NC=CC=C1B(O)O